aza-cysteine NN(CS)C(=O)O